N-(3,4-dichlorophenyl)-3-fluoro-6,7,8,9-tetrahydro-5H-5,8-epiminobenzo[7]annulene-10-carboxamide ClC=1C=C(C=CC1Cl)NC(=O)N1C2CCC1CC1=C2C=C(C=C1)F